((2R,4S,5R)-5-(ethylsulfonyl)-2-((S)-1-(4-fluorophenyl)-1,2,3,4-tetrahydroisoquinoline-2-carbonyl)tetrahydro-2H-pyran-4-yl)carbamic acid tert-butyl ester C(C)(C)(C)OC(N[C@H]1C[C@@H](OC[C@@H]1S(=O)(=O)CC)C(=O)N1[C@H](C2=CC=CC=C2CC1)C1=CC=C(C=C1)F)=O